C(C1=CC=CC=C1)O[C@H]([C@@](C=O)(O)COCC1=CC=CC=C1)[C@@H]([C@H](C(N1CCN(CC1)C(C1=CC=CC=C1)(C1=CC=CC=C1)C1=CC=CC=C1)=O)OCC1=CC=CC=C1)OCC1=CC=CC=C1 (2S,3S,4S,5R)-3,4,5-tribenzyloxy-2-(benzyloxymethyl)-2-hydroxy-6-oxo-6-(4-tritylpiperazine-1-yl)hexanal